C(C1=CC=CC=C1)N1CCN(CC1)C=1C=CC(=NC1)NC1=NC=CC(=N1)C1=C(N=C(S1)NC)C 5-(2-((5-(4-Benzylpiperazin-1-yl)pyridin-2-yl)amino)pyrimidin-4-yl)-N,4-dimethylthiazol-amine